C(C)(C)(C)C=1C=C(N(N1)C1=CC=C(C=C1)C)NC(=O)NC1=CC=C(C2=CC=CC=C12)OCCN(C)CCOC 1-[5-tert-butyl-2-p-tolyl-2H-pyrazol-3-yl]-3-[4-(2-(N-methyl-2-methoxyethylamino)ethoxy)naphthalen-1-yl]-urea